4-(6-Fluoroquinoline-2-yl)benzamide FC=1C=C2C=CC(=NC2=CC1)C1=CC=C(C(=O)N)C=C1